4-(((7-((tert-butoxycarbonyl)(indolin-6-ylmethyl)amino)-3-isopropylpyrazolo[1,5-a]pyrimidin-5-yl)amino)methyl)-3-hydroxypiperidine-1-carboxylic acid tert-butyl ester C(C)(C)(C)OC(=O)N1CC(C(CC1)CNC1=NC=2N(C(=C1)N(CC1=CC=C3CCNC3=C1)C(=O)OC(C)(C)C)N=CC2C(C)C)O